S1C(=CC=C1)C=CC(C(=O)[O-])=O 4-(2-thienyl)-2-oxo-3-butenoate